N-octyl-N'-dodecylurea C(CCCCCCC)NC(=O)NCCCCCCCCCCCC